5,8-dimethylanthracene-9,10-Diol CC1=C2C(=C3C=CC=CC3=C(C2=C(C=C1)C)O)O